COC=1C2=CC=CC=C2C(=C2CCCCC12)OCCCC 9-methoxy-10-butoxy-1,2,3,4-tetrahydroanthracene